C(C1=CC=CC=C1)OCCOCCC(CC(CC)(F)F)NC(OCC1=CC=CC=C1)=O benzyl (1-(2-(benzyloxy)ethoxy)-5,5-difluoroheptan-3-yl)carbamate